NC1=C(C(=NC=C1C(=O)OCC)OC1=C(C=C(C=C1)C#N)OC)Br ethyl 4-amino-5-bromo-6-(4-cyano-2-methoxyphenoxy)nicotinate